CC1=CC(=O)OC2=C1C=CC(=C2)O[C@H]3[C@@H]([C@H]([C@@H]([C@H](O3)CO)O)O)O The molecule is a beta-D-glucoside having a 4-methylumbelliferyl substituent at the anomeric position. It has a role as a chromogenic compound. It is a member of coumarins, a monosaccharide derivative and a beta-D-glucoside. It derives from a 4-methylumbelliferone.